N-(2-fluoro-4-(2,7-diazaspiro[4.4]nonan-2-yl)phenyl)-7-methoxy-2-methylimidazo[1,2-a]pyridine-6-carboxamide FC1=C(C=CC(=C1)N1CC2(CC1)CNCC2)NC(=O)C=2C(=CC=1N(C2)C=C(N1)C)OC